(R,E)-N-(4-((4-([1,2,4]triazolo[1,5-a]pyridin-7-yloxy)-2-methoxy-5-methylphenyl)amino)-7-methoxyquinazolin-6-yl)-3-(1-ethylpyrrolidin-2-yl)-2-fluoroacrylamide N=1C=NN2C1C=C(C=C2)OC2=CC(=C(C=C2C)NC2=NC=NC1=CC(=C(C=C21)NC(/C(=C\[C@@H]2N(CCC2)CC)/F)=O)OC)OC